1,1,1,3,3,3-hexafluoropropan-2-yl 1-(4-chloro-2-morpholinylbenzyl)-1,8-diazaspiro[4.5]decane-8-carboxylate ClC1=CC(=C(CN2CCCC23CCN(CC3)C(=O)OC(C(F)(F)F)C(F)(F)F)C=C1)N1CCOCC1